C(C1=CC=CC=C1)OC=1C(=CC2=C(OCO2)C1)C#CC=1C(=CC2=C(OCO2)C1)C=O 6-((6-(benzyloxy)benzo[d][1,3]dioxolan-5-yl)ethynyl)benzo[d][1,3]dioxolan-5-formaldehyde